NC1=C2N=CN(C2=NC(=N1)F)[C@H]1C[C@@H]([C@@](O1)(C#C)OC(N(CCN(CC=1OC(OC1C)=O)C)C)=O)O ((2R,3S,5R)-5-(6-amino-2-fluoro-9H-purin-9-yl)-2-ethynyl-3-hydroxytetrahydrofuran-2-yl)methyl(2-(methyl((5-methyl-2-oxo-1,3-dioxol-4-yl)methyl)amino)ethyl)carbamate